FC(C1=NN=C(O1)C1=CC=C(CN2C(N(C3=C2C=CC=C3)C3CC2(COC2)C3)=O)C=C1)F 1-(4-(5-(difluoromethyl)-1,3,4-oxadiazole-2-yl)benzyl)-3-(2-oxaspiro[3.3]heptane-6-yl)-1,3-dihydro-2H-benzo[d]imidazole-2-one